FC=1C=C(OC2=CC=C3CCN(CC3=C2)C(C(=C([2H])[2H])[2H])=O)C=CC1C(F)(F)F 1-(7-(3-fluoro-4-(trifluoromethyl)phenoxy)-3,4-dihydroisoquinolin-2(1H)-yl)prop-2-en-1-one-2,3,3-d3